methylbenzoylformate COC(=O)C(C1=CC=CC=C1)=O